C[C@@]12C(CC[C@H]1[C@@H]1CC[C@H]3CC(CC[C@]3(C)[C@H]1CC2)=O)=O 5a-androstanedi-one